7-[2-(α-methylphenethylamino)ethyl]-theophylline CC(CC1=CC=CC=C1)NCCN1C=NC=2N(C(N(C)C(C12)=O)=O)C